4-(2-methyl-3-methoxyethoxy-4-methylsulfuryl-benzoyl)-1-ethyl-5-hydroxypyrazole CC1=C(C(=O)C=2C=NN(C2O)CC)C=CC(=C1OCCOC)S(=O)(=O)C